3-(2-fluoro-6-methoxyphenyl)isonicotinic acid methyl ester COC(C1=C(C=NC=C1)C1=C(C=CC=C1OC)F)=O